2-Chloro-[1,2,4]triazolo[1,5-a]pyridin-8-amine hydrochloride Cl.ClC1=NN2C(C(=CC=C2)N)=N1